CC=1C(=NC2=CC=CC=C2C1)C1=CC=C(C=C1)OCC1=NN(C=C1C1=CC(=NC=C1)C)C 3-methyl-2-(4-{[1-methyl-4-(2-methylpyridin-4-yl)-1H-pyrazol-3-yl]methoxy}phenyl)quinoline